6-(3-methyl-1H-pyrazol-5-yl)-4-morpholino-2-(3-phenylpyrazol-1-yl)furo[3,2-d]pyrimidine CC1=NNC(=C1)C1=CC=2N=C(N=C(C2O1)N1CCOCC1)N1N=C(C=C1)C1=CC=CC=C1